(S)-6-(2-aminopropyl)-2-chloro-7-methyl-N-(thiophen-2-ylmethyl)pyrrolo[2,1-f][1,2,4]triazin-4-amine N[C@H](CC=1C=C2C(=NC(=NN2C1C)Cl)NCC=1SC=CC1)C